C(CCC)NC[C@H](O)C=1C=CC(=C(C1)O)F (R)-5-(2-(butylamino)-1-hydroxyethyl)-2-fluorophenol